(1R)-1-(3-fluoropyridin-2-yl)propan-1-amine FC=1C(=NC=CC1)[C@@H](CC)N